CN[C@@H](C)C1=CC=CC=C1 (S)-N-methyl-1-phenylethylamine